[6-(5-cyclopropyl-4H-1,2,4-triazol-3-yl)-2-azaspiro[3.3]heptan-2-yl]-[2-[4-(trifluoromethyl)phenyl]sulfonyl-2,6-diazaspiro[3.3]heptan-6-yl]methanone C1(CC1)C=1NC(=NN1)C1CC2(CN(C2)C(=O)N2CC3(CN(C3)S(=O)(=O)C3=CC=C(C=C3)C(F)(F)F)C2)C1